BrC=1C(=C(C=C(C=O)C1Br)OC)O 5,6-dibromovanillin